N1=CC=C2C=3C(=CC=CC13)CCC2 5,6-dihydro-4H-benzo[de]quinoline